BrC=1C(=NC2=CC(=NC=C2C1)Cl)C=1N(C=CN1)C 3-bromo-7-chloro-2-(1-methyl-1H-imidazol-2-yl)-1,6-naphthyridine